CC=1C(=NC=C(C1)C)CN(CCCCN1C(C2=CC=CC=C2C1=O)=O)C[C@@H]1N(CCNC1)C(=O)OC(C)(C)C tert-butyl (R)-2-((((3,5-dimethylpyridin-2-yl)methyl)(4-(1,3-dioxoisoindolin-2-yl)butyl)amino)methyl)piperazine-1-carboxylate